pentadecyl arachidate C(CCCCCCCCCCCCCCCCCCC)(=O)OCCCCCCCCCCCCCCC